FC(C(=O)O)(F)F.N1C=CC2=CC(=CC=C12)C1=NN(C2=NC(=NC(=C21)N)NC=2C=NC(=CC2)OC)C(C)C 3-(1H-indol-5-yl)-1-isopropyl-N6-(6-methoxy-3-pyridinyl)-1H-pyrazolo[3,4-d]pyrimidine-4,6-diamine trifluoroacetate